(2E)-3-(1-{2-[2-(benzyloxy)ethoxy]Ethyl}-4-methyl-1H-benzotriazol-5-yl)prop-2-enoic acid ethyl ester C(C)OC(\C=C\C1=C(C2=C(N(N=N2)CCOCCOCC2=CC=CC=C2)C=C1)C)=O